O1COC(C1)CO 1,3-Dioxolan-4-methanol